CN1N=C(C(=C1)CN1CCC2(CC1)COC1=C3CN(C(C3=CC=C12)=O)C1C(NC(CC1)=O)=O)C1=CC=CC=C1 3-(1'-((1-methyl-3-phenyl-1H-pyrazol-4-yl)methyl)-6-oxo-6,8-dihydro-2H,7H-spiro[furo[2,3-e]isoindole-3,4'-piperidin]-7-yl)piperidine-2,6-dione